tert-butyl (7R)-7-[2-[6-(methoxymethoxy)-2,7-dimethyl-indazol-5-yl]-5-oxo-1,6-naphthyridin-6-yl]-4-azaspiro[2.5]octane-4-carboxylate COCOC=1C(=CC2=CN(N=C2C1C)C)C1=NC=2C=CN(C(C2C=C1)=O)[C@@H]1CCN(C2(CC2)C1)C(=O)OC(C)(C)C